ClC1=NC=C(C(=C1)C1=C(C=NC(=C1)C)C(=O)NC=1SC2=C(N1)CN(C2)C(=O)C2=NC=C(N=C2)C)OC 2'-chloro-5'-methoxy-6-methyl-N-(5-(5-methylpyrazine-2-carbonyl)-5,6-dihydro-4H-pyrrolo[3,4-d]thiazol-2-yl)-[4,4'-bipyridine]-3-carboxamide